methyl 2-((1r,4r)-4-(4-(3-cyano-4-(6-(4-(isopropylcarbamoyl)-4-methylpiperidin-1-yl)pyridin-3-yl)pyrazolo[1,5-a]pyridin-6-yl)-1H-pyrazol-1-yl)cyclohexyl)acetate C(#N)C=1C=NN2C1C(=CC(=C2)C=2C=NN(C2)C2CCC(CC2)CC(=O)OC)C=2C=NC(=CC2)N2CCC(CC2)(C)C(NC(C)C)=O